isoindolin-1-one formate C(=O)O.C1(NCC2=CC=CC=C12)=O